C1CCC2=C(C=3CCCC3C=C12)NC(=O)C1=NN2C(OCC(C2)OC)=C1S(=O)(N)=N ((1,2,3,5,6,7-hexahydro-s-indacen-4-yl)carbamoyl)-6-methoxy-6,7-dihydro-5H-pyrazolo[5,1-b][1,3]oxazine-3-sulfonimidamide